N[C@H](C(=O)NCC1=CC=C(C[NH-])C=C1)CCN 4-[(L-2,4-diamino-butyrylamino)-methyl]-benzylamide